N-(2-(5-fluoro-1-(1-(cis-4-isopropylcyclohexyl)piperidin-4-yl)-3-(pyrrolidin-1-ylmethyl)-1H-indol-2-yl)ethyl)aminosulfonamide FC=1C=C2C(=C(N(C2=CC1)C1CCN(CC1)[C@@H]1CC[C@@H](CC1)C(C)C)CCNNS(=O)=O)CN1CCCC1